(S)-N-methyl-prolinol CN1[C@@H](CCC1)CO